C(C)(C)C1=C(NC=2C1=NC(=CC2)C2CCNCC2)C=2C=C(C(N(C2)C)=O)C 5-(3-isopropyl-5-(piperidin-4-yl)-1H-pyrrolo[3,2-b]Pyridin-2-yl)-1,3-dimethylpyridin-2(1H)-one